NC1=NC=NN2C1=CC=C2[C@@]2(O[C@@H]([C@H]([C@H]2O)O)CO[Si](C2=CC=CC=C2)(C2=CC=CC=C2)C(C)(C)C)C#N (2R,3R,4S,5R)-2-(4-aminopyrrolo[2,1-f][1,2,4]triazin-7-yl)-5-(((tert-butyldiphenylsilyl)oxy)methyl)-3,4-dihydroxytetrahydrofuran-2-carbonitrile